(S)-5-(2-chloro-5-(isobutyrylaminomethyl)benzoylamino)-1-methyl-N-(1-(4-nitrophenyl)ethyl)-1H-indole-2-carboxamide ClC1=C(C(=O)NC=2C=C3C=C(N(C3=CC2)C)C(=O)N[C@@H](C)C2=CC=C(C=C2)[N+](=O)[O-])C=C(C=C1)CNC(C(C)C)=O